4-chloro-4'-methoxyazobenzene ClC1=CC=C(C=C1)N=NC1=CC=C(C=C1)OC